FC=1C=C2C(=NNC2=CC1OCCOC)C1=CC(=NO1)C1=CC=C(C(=O)N2CC3(CCOC3)CC2)C=C1 7-(4-{5-[5-Fluoro-6-(2-methoxyethoxy)-1H-indazol-3-yl]-1,2-oxazol-3-yl}benzoyl)-2-oxa-7-azaspiro[4.4]nonan